4-(4-methylphenoxy)benzonitrile CC1=CC=C(OC2=CC=C(C#N)C=C2)C=C1